(4R-6R)-6-[[(1E)-2-cyclopropyl-4-(4-fluorophenyl)-3-quinolyl]ethenyl]-2,2-dimethyl-1,3-dioxane-4-acetic acid tert-butyl ester C(C)(C)(C)OC(C[C@@H]1OC(O[C@H](C1)C=CC=1C(=NC2=CC=CC=C2C1C1=CC=C(C=C1)F)C1CC1)(C)C)=O